ClC1=CC(=C(C=C1Cl)NC(=O)N1[C@@H]2CC[C@H]1CC=1C(=NC=C(C12)C#CCO)F)F (5R,8S)-N-(4,5-Dichloro-2-fluorophenyl)-1-fluoro-4-(3-hydroxyprop-1-yn-1-yl)-6,7,8,9-tetrahydro-5H-5,8-epiminocyclohepta[c]pyridine-10-carboxamide